N1(CCCCC1)C(=O)OC(C1=CC(OC2=CC(=CC=C12)N(CC)CC)=O)C1CC1 Cyclopropyl(7-(diethylamino)-2-oxo-2H-chromen-4-yl)methyl piperidine-1-carboxylate